C1(CCCC2=CC=CC=C12)C1=CC(=NC=C1)C(=O)N 4-tetrahydronaphthalen-1-ylpyridine-2-carboxamide